O1N=C(C2C1COC2)C=2C=NC=C(C(=O)N)C2 5-(3a,4,6,6a-tetrahydrofuro[3,4-d]isoxazol-3-yl)nicotinamide